C(C)(C)OCCNC1=C(NC=C1C)C(=O)OCC ethyl 3-((2-isopropoxyethyl) amino)-4-methyl-1H-pyrrole-2-carboxylate